BrC=1C(=C(C(=CC1)N1CCOCC1)CN(C)C)F 1-(3-bromo-2-fluoro-6-morpholinophenyl)-N,N-dimethylmethylamine